tert-Butyl (3-(6-((2-((2-bromo-6-methoxypyridin-3-yl)carbamoyl)-4-(trifluoro-methyl)phenyl) amino)-2,3-difluorophenyl)propyl)carbamate BrC1=NC(=CC=C1NC(=O)C1=C(C=CC(=C1)C(F)(F)F)NC1=CC=C(C(=C1CCCNC(OC(C)(C)C)=O)F)F)OC